ClC1=C(C=CC=C1)[C@H]1[C@H](NC(O1)=O)C=1C=NC=C(C1)C#CC1=CC=CC=C1 (4R,5S)-5-(2-chlorophenyl)-4-(5-(phenylethynyl)-3-pyridinyl)-1,3-oxazolidin-2-one